CC(=O)C1=CC(=CC(=C1)N)N 3,5-diaminoacetophenone